N-{[4-(benzenesulfonyl)phenyl]methyl}imidazo[1,5-a]pyridine-6-carboxamide C1(=CC=CC=C1)S(=O)(=O)C1=CC=C(C=C1)CNC(=O)C=1C=CC=2N(C1)C=NC2